FC1([C@@H](C1)C(=O)N1C[C@@H]([C@@H](CC1)C)NC1=C2C(=NC=C1C(=O)OCC)NC=C2)F ethyl 4-(((3R,4R)-1-((S)-2,2-difluorocyclopropane-1-carbonyl)-4-methylpiperidin-3-yl)amino)-1H-pyrrolo[2,3-b]pyridine-5-carboxylate